BrC1=C(N=C(C=2N1N=CC2F)N2CCC1(CC2)[C@@H](C=2C(=NC=CC2)C1)N[S@](=O)C(C)(C)C)C (R)-N-[(5S)-1'-(7-bromo-3-fluoro-6-methyl-pyrazolo[1,5-a]pyrazin-4-yl)spiro[5,7-dihydro-cyclopenta[B]pyridin-6,4'-piperidin]-5-yl]-2-methyl-propane-2-sulfinamide